N-(6-(2-fluoro-4-(piperidin-1-ylmethyl)phenyl)quinolin-4-yl)benzo[d]thiazol-5-amine FC1=C(C=CC(=C1)CN1CCCCC1)C=1C=C2C(=CC=NC2=CC1)NC=1C=CC2=C(N=CS2)C1